ClC=1C(=C(C=C(C1)O)C1=C2C(=NC(=C1C)N1CC3(CN(C3)C(C=C)=O)CC1)CC(OC2)(C)C)C 1-(6-(4-(3-chloro-5-hydroxy-2-methylphenyl)-3,7,7-trimethyl-7,8-dihydro-5H-pyrano[4,3-b]pyridin-2-yl)-2,6-diazaspiro[3.4]octan-2-yl)-2-propen-1-one